C(C)(C)(C)N=C(N(C)C)N(C)C 2-(tert-butyl)-1,1,3,3-tetramethylguanidine